3-(hydroxymethyl)pyrrolidine-1-carboxylic acid (S)-tert-butyl ester C(C)(C)(C)OC(=O)N1CC(CC1)CO